methyl 3-[5-amino-4-[3-chloro-5-(trifluoromethyl)phenyl]-3-(trifluoromethyl)pyrazol-1-yl]-1-methyl-pyrazole-4-carboxylate NC1=C(C(=NN1C1=NN(C=C1C(=O)OC)C)C(F)(F)F)C1=CC(=CC(=C1)C(F)(F)F)Cl